C(C1=CC=CC=C1)N1C[C@H]([C@@H]([C@@H](C1)C)F)O (3R,4R,5R)-1-benzyl-4-fluoro-5-methylpiperidin-3-ol